N1-[2-(didodecylamino)ethyl]-N1,N4,N4-tridodecyl-1,4-piperazinediethanamine C(CCCCCCCCCCC)N(CCN(CCN1CCN(CC1)CCN(CCCCCCCCCCCC)CCCCCCCCCCCC)CCCCCCCCCCCC)CCCCCCCCCCCC